[(3R)-3-(hydroxymethyl)piperazin-1-yl]-[4-[[4-[[2-(6-methyl-2-pyridyl)pyrimidin-4-yl]amino]pyrimidin-2-yl]amino]-2-thienyl]methanone OC[C@H]1CN(CCN1)C(=O)C=1SC=C(C1)NC1=NC=CC(=N1)NC1=NC(=NC=C1)C1=NC(=CC=C1)C